3-chroman-8-yl-5-(1-isopropylbenzotriazol-5-yl)-1,2,4-oxadiazole O1CCCC2=CC=CC(=C12)C1=NOC(=N1)C1=CC2=C(N(N=N2)C(C)C)C=C1